1-(5-fluoro-6-methyl-2-pyridyl)ethanone FC=1C=CC(=NC1C)C(C)=O